O=C1CN(CCN1C=1C=NNC1)C(=O)OC(C)(C)C tert-butyl 3-oxo-4-(1H-pyrazol-4-yl)piperazine-1-carboxylate